ON1C(C=2N=CN([C@H]3[C@H](O)[C@H](O)[C@@H](CO)O3)C2N=C1NO)=O N1,N2-dihydroxyguanosine